trihydroxyphenylpropionic acid C1=CC=C(C=C1)C(C(=O)O)C(O)(O)O